C(#N)COC1=C(C#N)C=CC=C1 2-(cyanomethoxy)benzonitrile